C(C)C1=NC=CC=C1N1N(C=CC1)C 2-(2-ethylpyridin-3-yl)-1-methylpyrazol